C(CCCCC)C1=NC=CC=C1 2-hexyl-pyridine